S(=O)(=O)=C1C(NC2=C1C=CC=C2)=S(=O)=O disulfonyl-benzopyrrole